FC=1C=C(C2=C(NC(=N2)C2=CC=C(C=C2)CN2C(CCC2)C(F)(F)F)C1)C(=O)N 6-fluoro-2-[4-(2-trifluoromethylpyrrolidin-1-ylmethyl)phenyl]-1H-benzimidazole-4-carboxamide